8-(3-Chloro-4-methoxyphenyl)-1,4-dioxaspiro[4.5]decane ClC=1C=C(C=CC1OC)C1CCC2(OCCO2)CC1